COC=1C=C(C=C(C1)OC)C=1C=C(C=2N(C1)C=C(N2)C2=CC=CC=C2)C2=CC=C(C(=O)OC)C=C2 methyl 4-(6-(3,5-dimethoxyphenyl)-2-phenylimidazo[1,2-a]pyridin-8-yl)benzoate